trimethyl(prop-2-ynoxy)silane C[Si](OCC#C)(C)C